ClC1=C(C=CC(=C1)Cl)C=1N=C(OC1C)C 4-(2,4-dichlorophenyl)-2,5-dimethyloxazole